N(C1=CC=CC=C1)C1=NC(=NC=C1C)NC=1C=C(C(=C(C1)C(C)(C)O)Br)C 2-[5-[(4-anilino-5-methyl-pyrimidin-2-yl)amino]-2-bromo-3-methyl-phenyl]propan-2-ol